8-[3-(4,6-diphenyl-1,3,5-triazin-2-yl)phenyl]-3-phenylbenzimidazolo[2,1-b][1,3]benzothiazine-12-on C1(=CC=CC=C1)C1=NC(=NC(=N1)C1=CC=CC=C1)C=1C=C(C=CC1)C1=CC2=C(C=C1)N1C(SC3=C(C1=O)C=CC(=C3)C3=CC=CC=C3)=N2